BrC=1C=C2C(=NN(C2=CC1)C)C=O 5-bromo-1-methyl-indazole-3-carboxaldehyde